BrC1=CC=C(C=C1)C(C)(C)NC(=O)NC=1C=C2C(N(C(C2=CC1)=O)C1C(NC(CC1)=O)=O)=O 1-(2-(4-bromophenyl)propan-2-yl)-3-(2-(2,6-dioxopiperidin-3-yl)-1,3-dioxoisoindolin-5-yl)urea